6-(2,2,2-trifluoroethyl)cinnolin FC(CC=1C=C2C=CN=NC2=CC1)(F)F